ClC=1C=2C(N=C3N(C2C=CC1)C1=CC(=CC=C1C31CCCCC1)C1CCN(CC1)CC(=O)O)=O 2-(4-(4'-chloro-5'-oxo-5'H-spiro[cyclohexane-1,7'-indolo[1,2-a]quinazolin]-10'-yl)piperidin-1-yl)acetic acid